6-methyl-N-{5H,6H,7H,8H-pyrido[3,4-d]pyrimidin-2-yl}-5,6,7,8-tetrahydro-1,6-naphthyridin-3-amine dihydrochloride Cl.Cl.CN1CC=2C=C(C=NC2CC1)NC=1N=CC2=C(N1)CNCC2